butene cyanide [C-]#N.C=CCC